tert-butyl ((S)-1-(cis-4-(2-bromo-4-cyanobenzoyl)-4-hydroxycyclohexyl)propan-2-yl)carbamate BrC1=C(C(=O)C2(CCC(CC2)C[C@H](C)NC(OC(C)(C)C)=O)O)C=CC(=C1)C#N